(2E)-3-{4'-[(6S)-6-(2-methoxy-2-oxoethyl)-2,3,9-trimethyl-6H-thieno[3,2-f][1,2,4]triazolo[4,3-a][1,4]diazepin-4-yl][1,1'-biphenyl]-4-yl}-2-propenoic acid tert-butyl ester C(C)(C)(C)OC(\C=C\C1=CC=C(C=C1)C1=CC=C(C=C1)C1=N[C@H](C=2N(C3=C1C(=C(S3)C)C)C(=NN2)C)CC(=O)OC)=O